COC1=C(OC2CC(C2)C(=O)NC2=CC(=C(C=C2)OC=2C=NC=NC2)C)C=CC=C1 3-(2-methoxyphenoxy)-N-(3-methyl-4-(pyrimidin-5-yloxy)phenyl)cyclobutane-1-carboxamide